2-(4-(2,6-Dichloropyrimidin-4-yl)morpholin-3-yl)ethan-1-ol ClC1=NC(=CC(=N1)N1C(COCC1)CCO)Cl